C1(=CC=CC=C1)C1NCCC2(CC2)C1 7-phenyl-6-azaspiro[2.5]octane